BrC1=CC=C2C(=N1)N=C(O2)N[C@H]2CNCCC2 5-Bromo-N-[(3R)-3-piperidyl]oxazolo[4,5-b]pyridin-2-amine